tert-butyl-(S)-(1-(3-((3-((3-chloro-5-(trifluoromethyl) phenyl) carbamoyl)-2-methyl-5-nitrophenyl) ethynyl) imidazo[1,2-b]pyridazin-6-yl) piperidin-3-yl) carbamate C(N)(OC1[C@@H](N(CCC1)C=1C=CC=2N(N1)C(=CN2)C#CC2=C(C(=CC(=C2)[N+](=O)[O-])C(NC2=CC(=CC(=C2)C(F)(F)F)Cl)=O)C)C(C)(C)C)=O